2-(2,6-dioxopiperidin-3-yl)-4-(4-((3-(pyrrolidin-1-yl)azetidin-1-yl)methyl)benzylamino)isoindoline-1,3-dione O=C1NC(CCC1N1C(C2=CC=CC(=C2C1=O)NCC1=CC=C(C=C1)CN1CC(C1)N1CCCC1)=O)=O